C(C)S(=O)(=O)OC[C@@H]1N(C[C@H](C1)F)C(=O)OC(C)(C)C tert-butyl (2R,4S)-2-(((ethylsulphonyl) oxy) methyl)-4-fluoropyrrolidine-1-carboxylate